Tetradecyl methacrylate C(C(=C)C)(=O)OCCCCCCCCCCCCCC